2-[4-[3-(dimethylamino)-N-methylanilino]phenoxy]pyrido[3,4-d]pyrimidin-4-ol CN(C=1C=C(N(C)C2=CC=C(OC=3N=C(C4=C(N3)C=NC=C4)O)C=C2)C=CC1)C